2-((3-(6-(Trifluoromethyl)pyridin-3-yl)pyrazolo[1,5-a]pyrimidin-6-yl)methyl)-7-oxa-2-azaspiro[3.5]nonane FC(C1=CC=C(C=N1)C=1C=NN2C1N=CC(=C2)CN2CC1(C2)CCOCC1)(F)F